tert-butyl (3aR,7aS)-2,2-bis(oxidanylidene)-4,6,7,7a-tetrahydro-3aH-[1,3,2]dioxathiolo[4,5-c]pyridine-5-carboxylate O=S1(O[C@@H]2[C@@H](CN(CC2)C(=O)OC(C)(C)C)O1)=O